CC(C)NC([C@H](N)C)=O N-propan-2-yl-D-alaninamide